5-[2-(2,4,6-Trimethylphenylamino)-1-hydroxyethyl]-1,3,4-oxadiazole-2(3H)-thione CC1=C(C(=CC(=C1)C)C)NCC(O)C1=NNC(O1)=S